2-[1-[6-Methyl-4-oxo-2-(5-oxospiro[3,4-dihydro-1,4-benzoxazepine-2,4'-piperidine]-1'-yl)chromen-8-yl]ethylamino]benzoic acid CC=1C=C2C(C=C(OC2=C(C1)C(C)NC1=C(C(=O)O)C=CC=C1)N1CCC2(CC1)OC1=C(C(NC2)=O)C=CC=C1)=O